4-(1-(4-(1,3-dimethyl-1H-pyrazol-4-yl)-2-fluorophenyl)-2-methyl-1H-imidazol-4-yl)-N-(1-(methylsulfonyl)piperidin-4-yl)-5-(trifluoromethyl)pyrimidin-2-amine CN1N=C(C(=C1)C1=CC(=C(C=C1)N1C(=NC(=C1)C1=NC(=NC=C1C(F)(F)F)NC1CCN(CC1)S(=O)(=O)C)C)F)C